C1CNC(=S)N1 IMIDAZOLIDINETHIONE